ClCCCOC1=CC=C2CCN(C(C2=C1)=O)C 7-(3-Chloropropoxy)-2-methyl-3,4-dihydroisoquinolin-1(2H)-one